C(C)(=O)OCC1(CCC1)C1=NC(=CC=C1)C [1-(6-methyl-2-pyridinyl) cyclobutyl]Methyl acetate